C(C)(C)(C)OC[C@H](C(=O)O)N(C)C(=O)OC(C)(C)C (2R)-3-tert-butoxy-2-[tert-butoxycarbonyl(methyl)amino]propanoic acid